O=C1NC2=CC=CC=C2C12CC(NC2)C(=O)N 2-oxo-spiro[indoline-3,4'-pyrrolidine]-2'-carboxamide